2,6-diisocyanatohexanoic acid-1-methyl-2-isocyanatoethyl ester CC(CN=C=O)OC(C(CCCCN=C=O)N=C=O)=O